C(=O)(O)C[Li] carboxymethyl-Lithium